1-triethoxysilyl-2-(4-methylphenyl)ethane C(C)O[Si](CCC1=CC=C(C=C1)C)(OCC)OCC